C1(CC1)CC=1NC(=CC1C(=O)N)C1=CC(=C(C=C1)F)F 2-(cyclopropylmethyl)-5-(3,4-difluorophenyl)-1H-pyrrole-3-carboxamide